OC(=O)C(F)(F)F.FC1(C2CCCCNC12)F 8,8-Difluoro-2-azabicyclo[5.1.0]octane TFA salt